CC(CCCCCCCCCC=CCCCCCCCCCCCCCCCCCCCCC)CCCCCCCCCCC 33-Methyl-22-tetratetracontene